tert-butyl (2R,5S)-4-(6-fluoro-2-formyl-3,4-dimethyl-5-oxo-4,5-dihydro-3H-imidazo[4,5-b]pyridin-7-yl)-2,5-dimethylpiperazine-1-carboxylate FC1=C(C2=C(N(C1=O)C)N(C(=N2)C=O)C)N2C[C@H](N(C[C@@H]2C)C(=O)OC(C)(C)C)C